C(C1=C(C(=C(C(=C1C(CCC)C1=CC=CC=2NN=NC21)C)C)C)OC)C2=C(C(=C(C(=C2C(CCC)C2=CC=CC=1NN=NC12)C)C)C)OC methylenebis(benzotriazolyl-tetramethyl-butyl-phenol)